FCC(CN(CCC(C(=O)O)NC(=O)C1(CC1)C=1C(=NC=CC1)OC)CCCCC1=NC=2NCCCC2C=C1)OC 4-[[3-fluoro-2-methoxy-propyl]-[4-(5,6,7,8-tetrahydro-1,8-naphthyridin-2-yl)butyl]amino]-2-[[1-(2-methoxy-3-pyridyl)cyclopropanecarbonyl]amino]butanoic acid